N-({3-nitro-4-[(3R)-tetrahydrofuran-3-ylamino]phenyl}sulfonyl)-2-(1H-pyrrolo[2,3-b]pyridin-5-yloxy)benzamide [N+](=O)([O-])C=1C=C(C=CC1N[C@H]1COCC1)S(=O)(=O)NC(C1=C(C=CC=C1)OC=1C=C2C(=NC1)NC=C2)=O